C(\C=C/C(=O)O)(=O)OC(C=C)=O Acrylic acid maleic anhydride